Cl.C1N(CCC2=CC=CC=C12)C[C@H](CN1CC(OC2=C(C1=O)C=CC(=C2)O[C@H]2[C@@H](CN(CC2)CC(C)O)F)C)O 4-[(2R)-3-(3,4-dihydro-1H-isoquinolin-2-yl)-2-hydroxy-propyl]-8-[[(3R,4R)-3-fluoro-1-(2-hydroxypropyl)-4-piperidinyl]oxy]-2-methyl-2,3-dihydro-1,4-benzoxazepin-5-one hydrochloride